FC(C)(F)C1=NC(=CC(=N1)NC1=C(C=NC(=C1)NC(C)=O)C1=NC=C(C=C1)N1CCOCC1)CC N-(4'-((2-(1,1-difluoroethyl)-6-ethylpyrimidin-4-yl)amino)-5-morpholino-[2,3'-bipyridyl]-6'-yl)acetamide